2-(tert-butyl)-N-(6-chloro-5-(1-methyl-7-(methylsulfonyl)-2-oxo-1,2-dihydropyrimido[4,5-d]pyrimidin-3(4H)-yl)pyridin-3-yl)thiazole-4-carboxamide C(C)(C)(C)C=1SC=C(N1)C(=O)NC=1C=NC(=C(C1)N1C(N(C2=NC(=NC=C2C1)S(=O)(=O)C)C)=O)Cl